methyl 2-(6-(benzyloxy)-1H-pyrrolo[2,3-b]pyridin-2-yl)-5-methoxy-3-methylimidazo[1,2-a]pyridine-7-carboxylate C(C1=CC=CC=C1)OC1=CC=C2C(=N1)NC(=C2)C=2N=C1N(C(=CC(=C1)C(=O)OC)OC)C2C